C(#N)C1=CC=C(COC2=CC=CC(=N2)C2=CC(=C(CC3=NC4=C(N3CCOC)C=C(C=C4)C(=O)O)C=C2F)F)C=C1 2-(4-(6-((4-cyanobenzyl)oxy)pyridin-2-yl)-2,5-difluorobenzyl)-1-(2-methoxyethyl)-1H-benzo[d]imidazole-6-carboxylic acid